methyl (2R,3S,4S,5R)-3-(2-((3-((tert-butyldimethylsilyl)oxy)cyclobutyl)methoxy)-3,4-difluorophenyl)-4,5-dimethyl-5-(trifluoromethyl)tetrahydrofuran-2-carboxylate [Si](C)(C)(C(C)(C)C)OC1CC(C1)COC1=C(C=CC(=C1F)F)[C@H]1[C@@H](O[C@]([C@H]1C)(C(F)(F)F)C)C(=O)OC